NC1=NC(=NC(=C1C(=O)OCC)C)C1=C(C=C(C=C1)C(C)(C)C)C ethyl 4-amino-2-(4-(tert-butyl)-2-methylphenyl)-6-methylpyrimidine-5-carboxylate